ClC=1C=C2C=NNC2=CC1N1C[C@H](NCC1)C (R)-5-chloro-6-(3-methylpiperazin-1-yl)-1H-indazole